methyl (S)-2-(5-nitroisoindolin-2-yl)-2-phenylacetate [N+](=O)([O-])C=1C=C2CN(CC2=CC1)[C@H](C(=O)OC)C1=CC=CC=C1